4-(((1-(2,6-Dimethoxy-4-(2-Methyl-1-Oxo-1,2-Dihydro-2,7-Naphthyridin-4-Yl)Benzyl)Azetidin-3-Yl)(Methyl)Amino)Methyl)-2-(2,6-Dioxopiperidin-3-Yl)Isoindoline-1,3-Dione COC1=C(CN2CC(C2)N(C)CC2=C3C(N(C(C3=CC=C2)=O)C2C(NC(CC2)=O)=O)=O)C(=CC(=C1)C1=CN(C(C2=CN=CC=C12)=O)C)OC